C1(CC1)NC(=O)C=1C=C(C(=C(C1)C1=CC=C(C=N1)C(=O)NCC(C)(C)C)C)F 6-[5-(cyclopropylcarbamoyl)-3-fluoro-2-methylphenyl]-N-(2,2-dimethylpropyl)pyridine-3-carboxamide